C12CN(CC(CC1)O2)C2=NC=1N(C=C2)N=CC1C(=O)N 5-(8-Oxa-3-azabicyclo[3.2.1]octan-3-yl)pyrazolo[1,5-a]pyrimidine-3-carboxamide